1-[2-fluoro-4-(trifluoromethyl)phenyl]-N-methyl-methanamine FC1=C(C=CC(=C1)C(F)(F)F)CNC